5-(2,4-dimethylbenzyl)-3-[3-(3-ethyl-2-fluorophenoxy)-6-methylpyridazin-4-yl]-5,6-dihydro-4H-1,2,4-oxadiazine CC1=C(CC2NC(=NOC2)C2=C(N=NC(=C2)C)OC2=C(C(=CC=C2)CC)F)C=CC(=C1)C